((2-chlorobenzyl)(methyl)amino)-N-(4-chlorophenyl)-7-(1H-pyrazol-4-yl)pyrazolo[1,5-a]pyrimidine-2-carboxamide ClC1=C(CN(C)C=2C(=NN3C2N=CC=C3C=3C=NNC3)C(=O)NC3=CC=C(C=C3)Cl)C=CC=C1